2-(((1R)-1-(2-(6-hydroxy-2-azabicyclo[2.2.2]octan-2-yl)-3,7-dimethyl-4-oxo-4H-pyrido[1,2-a]pyrimidin-9-yl)ethyl)amino)benzoic acid OC1CC2CN(C1CC2)C=2N=C1N(C(C2C)=O)C=C(C=C1[C@@H](C)NC1=C(C(=O)O)C=CC=C1)C